(R)-(+)-2,2-dimethyl-1,3-dioxolane-4-methanol CC1(OC[C@H](O1)CO)C